C1=CC=CC=2C=CC=3CC=4C=CC5=C(C4OC3C21)C=CC=C5 dibenzo[c,H]xanthen